CCN(C(CCCCCCC)=O)CC N,N-di(2-ethyl)hexylacetamide